Dimethyl bicyclo[2.2.1]heptane-1,4-dicarboxylate C12(CCC(CC1)(C2)C(=O)OC)C(=O)OC